2-{4-[2-({[3-fluoro-1-(3-fluoro(2-pyridyl))cyclobutyl]methyl}amino)-4-methylpyrimidin-5-yl]phenyl}acetamide FC1CC(C1)(C1=NC=CC=C1F)CNC1=NC=C(C(=N1)C)C1=CC=C(C=C1)CC(=O)N